tert-Butyl 2-{[2-(1,1-dioxido-2,3-dihydro-1,4-benzothiazepin-4(5H)-yl)-6-methylquinolin-4-yl]carbamoyl}pyrrolidine-1-carboxylate O=S1(CCN(CC2=C1C=CC=C2)C2=NC1=CC=C(C=C1C(=C2)NC(=O)C2N(CCC2)C(=O)OC(C)(C)C)C)=O